(E)-3-(4-methoxyphenyl)-N-phenyl-N-(tetrahydrofuran-2-ylmethyl)prop-2-enamide COC1=CC=C(C=C1)/C=C/C(=O)N(CC1OCCC1)C1=CC=CC=C1